BrC1=C(C=C2C(CN(CC2=C1)C)(C)C)OC 7-bromo-6-methoxy-2,4,4-trimethyl-1,2,3,4-tetrahydroisoquinoline